4-Methoxy-3-nitro-N-(4-(tri-fluoromethyl)phenyl)aniline COC1=C(C=C(NC2=CC=C(C=C2)C(F)(F)F)C=C1)[N+](=O)[O-]